4-{2-{[4-(4-chloro-2-methoxyphenyl)thiazol-2-yl]oxy}ethyl}morpholine Methyl-(R)-2-(4-bromo-2,5-difluorobenzyl)-1-(4,4-dimethyltetrahydrofuran-3-yl)-1H-benzo[d]imidazole-6-carboxylate COC(=O)C=1C=CC2=C(N(C(=N2)CC2=C(C=C(C(=C2)F)Br)F)[C@H]2COCC2(C)C)C1.ClC1=CC(=C(C=C1)C=1N=C(SC1)OCCN1CCOCC1)OC